COC(=O)[C@H](O)[C@@H](O)[C@H](O)[C@H](O)CO methoxy-D-glucose